N1CC(C1)N1C(N(C2=C1C=CC=C2)C2=CC=C(C=C2)C(F)(F)F)=O 1-(azetidin-3-yl)-3-(4-(trifluoromethyl)phenyl)-1,3-dihydro-2H-benzo[d]imidazol-2-one